NC1=NNC2=CC=C(C=C12)C1=C2C(=NC=C1)NC(=C2)C2=CC(=C(C#N)C=C2)F 4-(4-(3-amino-1H-indazol-5-yl)-1H-pyrrolo[2,3-b]pyridin-2-yl)-2-fluorobenzonitrile